CS(=O)(=O)C1=CC=C(C=N1)NCC#CC=1N(C2=CC=CC(=C2C1)NC1CCS(CC1)(=O)=O)CC(F)(F)F 4-[(2-{3-[(6-methanesulfonylpyridin-3-yl)amino]prop-1-yn-1-yl}-1-(2,2,2-trifluoroethyl)-1H-indol-4-yl)amino]-1λ6-thiane-1,1-dione